FC1=CC2=C(C(=NS2)NC2=CC(=C(C(=C2)C)C(C(=O)N)C(C)(C)C)C)C=C1 (4-((6-fluorobenzo[d]isothiazol-3-yl)amino)-2,6-dimethylphenyl)-3,3-dimethylbutyramide